4-(3,8,10,11-Tetrahydropyrano[3,4-c]pyrazolo[4,3-f]quinolin-7-yl)benzoic acid C1=NNC=2C1=C1C3=C(C(=NC1=CC2)C2=CC=C(C(=O)O)C=C2)COCC3